N1=C(C=CC=C1)CC#N 2-(pyridinyl)acetonitrile